CC1=NC=CC(=C1)C1=CC=C(C=C1)CC(=O)NC1=CC=C(C=C1)C=1C=NC=CC1 2-[4-(2-Methylpyridin-4-yl)phenyl]-N-[4-(pyridin-3-yl)phenyl]acetamide